C(C)(=O)OC(C=C)(CCC=C(C)C)C 3,7-dimethylocta-1,6-dien-3-ol acetate